FC(C1CCC(CC1)=O)(F)F 4-(trifluoromethyl)cyclohexan-1-one